2,2'-[[(methyl-1H-benzotriazol-1-yl)methyl]imino]diethanol Methyl-2-{[4-(2,3-dihydroxyphenyl)piperidin-1-yl]methyl}-1-(2-methoxyethyl)-1H-benzimidazole-6-carboxylate CC1=CC(=CC=2N(C(=NC21)CN2CCC(CC2)C2=C(C(=CC=C2)O)O)CCOC)C(=O)OCCN(CCO)CN2N=NC1=C2C=CC=C1C